C(C)(C)NC=1OC2=C(N1)C=CC=C2 N-isopropylbenzo[d]oxazol-2-amine